FC1=CC=C2C=C(C=C(C2=C1C#C[Si](C(C)C)(C(C)C)C(C)C)C1=CC=2N=C(N=CC2C(=N1)NC1=CC=CC=C1)OC[C@]12CCCN2C[C@@H](C1)F)OCOC 7-(7-fluoro-3-(methoxymethoxy)-8-((triisopropylsilyl)ethynyl)naphthalen-1-yl)-2-(((2R,7aS)-2-fluorotetrahydro-1H-pyrrolizin-7a(5H)-yl)methoxy)-N-phenyl-pyrido[4,3-d]pyrimidin-5-amine